N2-(tert-butoxycarbonyl)-N-{(2S)-4-chloro-3-oxo-1-[(3S)-2-oxopiperidin-3-yl]butan-2-yl}-4-methyl-L-leucinamide C(C)(C)(C)OC(=O)N[C@@H](CC(C)(C)C)C(=O)N[C@@H](C[C@H]1C(NCCC1)=O)C(CCl)=O